C(=O)C1C(O1)C=1C=C(C=CC1)CCC(=O)OC methyl 3-(3-(3-formyloxiran-2-yl)phenyl)propanoate